OCCCOC1=C(C=C(C=C1C)C1(C2=CC=CC=C2C=2C=CC=CC12)C1=CC(=C(C(=C1)C)OCCCO)C)C 9,9-bis[4-(3-hydroxypropoxy)-3,5-dimethylphenyl]fluorene